N1[C@@H](CCC1)C(=O)N[C@@H](CC(C)C)C(=O)O prolyl-L-leucine